N-[6-(5-chloro-1,3-benzothiazol-2-yl)spiro[3.3]heptan-2-yl]-2-(methylsulfonylmethyl)pyridine ClC=1C=CC2=C(N=C(S2)C2CC3(CC(C3)N3C(C=CC=C3)CS(=O)(=O)C)C2)C1